N1C=CC=2C1=NC=C(C2)OC2=C(C(=O)NS(=O)(=O)C1=CC(=CC=C1)[N+](=O)[O-])C=CC(=C2)N2CCN(CC2)[C@@H]2CCCC1=CC=CC=C21 (R)-2-((1H-pyrrolo[2,3-b]pyridin-5-yl)oxy)-N-((3-nitrophenyl)sulfonyl)-4-(4-(1,2,3,4-tetrahydronaphthalen-1-yl)piperazin-1-yl)benzamide